CCCCCCCCC(CCCCCCCC)OC(CCCCCCCN(CCCCCC(OCCCCCCCCCC)=O)CCO)=O 8-[(2-hydroxyethyl)(6-oxo-6-decyloxyhexyl)amino]octanoic acid (heptadecan-9-yl)ester